N-cyclopropyl-2,6-dihydroxy-N,5'-dimethyl-4-pentyl-2'-(prop-1-en-2-yl)-1',2',3',4'-tetrahydro-[1,1'-biphenyl]-3-carboxamide C1(CC1)N(C(=O)C=1C(=C(C(=CC1CCCCC)O)C1C(CCC(=C1)C)C(=C)C)O)C